OCC=C1C(N(CC1)C(=O)OC(C)(C)C)C(=O)OCC 1-tert-butyl 2-ethyl 3-(2-hydroxyethylidene)pyrrolidine-1,2-dicarboxylate